N-(2-amino-2-oxoethyl)-1-(4-(benzylamino)pyrrolo[2,1-f][1,2,4]triazin-2-yl)-2-methyl-1H-indole-4-carboxamide NC(CNC(=O)C=1C=2C=C(N(C2C=CC1)C1=NN2C(C(=N1)NCC1=CC=CC=C1)=CC=C2)C)=O